dinitro-1,3-benzenedimethanol [N+](=O)([O-])C1=CC(=C(C=C1CO)CO)[N+](=O)[O-]